C(C)(=O)O[C@H]1[C@@H](O[C@@H]([C@H]([C@@H]1OC(C)=O)OC(C)=O)COC(C)=O)N1C=C(C2=CC(=CC=C12)OC(C)=O)CCNC(C)=O (2R,3R,4S,5R,6R)-2-(3-(2-acetamidoethyl)-5-acetoxy-1H-indol-1-yl)-6-(acetoxymethyl)tetrahydro-2H-pyran-3,4,5-triyl triacetate